C(C1=CC=CC=C1)N1CCC(CC1)N(C1=C(N=C(S1)S(=O)(=O)NC1=NC(=CC=C1)F)C(F)(F)F)C 5-((1-benzylpiperidin-4-yl)(methyl)amino)-N-(6-fluoropyridin-2-yl)-4-(trifluoromethyl)thiazole-2-sulfonamide